tin 2-ethyl-hexane C(C)C(C)CCCC.[Sn]